1-[6-(1,1-Difluoroethyl)-3,3-dimethyl-1H,2H,3H-pyrrolo[3,2-b]pyridin-1-yl]-2-[(2R,5R)-2-{[(3R)-3-ethylmorpholin-4-yl]methyl}-5-methylpiperazin-1-yl]ethan-1-one dihydrochloride Cl.Cl.FC(C)(F)C=1C=C2C(=NC1)C(CN2C(CN2[C@H](CN[C@@H](C2)C)CN2[C@@H](COCC2)CC)=O)(C)C